C(\C=C\C(=O)O)(=O)O.FC1=C(C=CC=C1)C1=CC(=CN1S(=O)(=O)C=1C=NC=CC1)CNC 1-(5-(2-fluorophenyl)-1-(pyridin-3-ylsulfonyl)-1H-pyrrol-3-yl)-N-methylmethanamine fumarate